(R)-N'-((2'-methoxy-6-methyl-[3,4'-bipyridin]-2-yl)carbamoyl)-6,6-dimethyl-6,7-dihydro-5H-pyrazolo[5,1-b][1,3]oxazine-3-sulfonimidamide COC1=NC=CC(=C1)C=1C(=NC(=CC1)C)NC(=O)N=[S@](=O)(N)C=1C=NN2C1OCC(C2)(C)C